tert-butyl (S)-(4-(8-((5-bromopentyl)oxy)-7-methoxy-5-oxo-5,10,11,11a-tetrahydro-1H-benzo[e]pyrrolo[1,2-a][1,4]diazepin-2-yl)phenyl)carbamate BrCCCCCOC=1C(=CC2=C(NC[C@H]3N(C2=O)C=C(C3)C3=CC=C(C=C3)NC(OC(C)(C)C)=O)C1)OC